propyleneglycol mono-methyl ether COCC(C)O